C(C=C)(=O)OCO[SiH3] acryloyloxymethoxysilane